D-N-BOC-amphetamine C(=O)(OC(C)(C)C)NC(C)CC1=CC=CC=C1